O[C@@H]1[C@H](CCC1)N(C(OC(C)(C)C)=O)CC=1C=C(C2=C(N=C(O2)C=2C=C(C=CC2)C2=C(C=CC=C2)C2=NN=CN2C)C1)C(F)(F)F tert-Butyl ((1S,2S)-2-hydroxycyclopentyl)((2-(2'-(4-methyl-4H-1,2,4-triazol-3-yl)-[1,1'-biphenyl]-3-yl)-7-(trifluoromethyl)benzo[d]oxazol-5-yl)methyl)carbamate